N-(naphthalen-2-yl)dibenzo[b,d]furan-4-amine C1=C(C=CC2=CC=CC=C12)NC1=CC=CC2=C1OC1=C2C=CC=C1